FC=1C=C(C=C(C1C=O)F)C=CC(=O)O 3-(3,5-difluoro-4-formylphenyl)acrylic acid